FC1=C(C(=O)N([C@H](CN2CCCC2)C(C)C)C)C=CC=C1 (S)-2-Fluoro-N-methyl-N-(3-methyl-1-(pyrrolidin-1-yl)butan-2-yl)benzamide